C1N(CC12CCNCC2)C2=NC=NC=C2OC2=C(C(=O)N(C(C)C)CC(F)F)C=C(C=C2)F 2-((4-(2,7-diazaspiro[3.5]nonan-2-yl)pyrimidin-5-yl)oxy)-N-(2,2-difluoroethyl)-5-fluoro-N-isopropylbenzamide